5-(4,6-bis(3,4,5-trimethoxystyryl)pyrimidin-2-oxy)pentylguanidine trifluoroacetate FC(C(=O)O)(F)F.COC=1C=C(C=CC2=NC(=NC(=C2)C=CC2=CC(=C(C(=C2)OC)OC)OC)OCCCCCNC(=N)N)C=C(C1OC)OC